Cl.NC1C(C(C1(C)C)OC1=CC(=C(C=C1)C#N)Cl)(C)C 4-[(3-amino-2,2,4,4-tetramethylcyclobutyl)oxy]-2-chlorobenzene-1-carbonitrile hydrochloride